BrC1=C(C=C(C=C1)C(=O)C1COC1)OC (4-bromo-3-methoxyphenyl)(oxetan-3-yl)methanone